benzamidoazaindole C(C1=CC=CC=C1)(=O)NC1=NNC2=CC=CC=C12